N(CCCCCCCC(=O)OC)CCCCCCCC(=O)OC Dimethyl 8,8'-azanediyldioctanoate